3,5-difluoro-4-(6-methyl-1H-indol-2-yl)-N-methylbenzamide FC=1C=C(C(=O)NC)C=C(C1C=1NC2=CC(=CC=C2C1)C)F